BrC=1C=C2C(=C(N(C2=CC1C)C(=O)OC(C)(C)C)C1=CC(=C(C=C1)OC)OC)C tert-butyl 5-bromo-2-(3,4-dimethoxyphenyl)-3,6-dimethyl-1H-indole-1-carboxylate